(2R,4R,6R)-2-(4-nitrophenoxy)-4,6-diphenyl-1,3,2-oxathiaphosphinane 2-oxide [N+](=O)([O-])C1=CC=C(O[P@]2(O[C@H](C[C@@H](S2)C2=CC=CC=C2)C2=CC=CC=C2)=O)C=C1